COC(=O)C=1NC2=C(C=C(C=C2C(C1)=C=O)F)CCCCO 6-fluoro-8-(4-hydroxybutyl)-4-carbonyl-1,4-dihydroquinoline-2-carboxylic acid methyl ester